racemic-3-(3-chloro-4-fluoro-phenyl)-1-[1-(6,7-difluoro-3-methyl-4-oxo-phthalazin-1-yl)ethyl]-1-methyl-urea ClC=1C=C(C=CC1F)NC(N(C)[C@H](C)C1=NN(C(C2=CC(=C(C=C12)F)F)=O)C)=O |r|